[6-(2-chloro-5-fluorophenyl)-3-fluoro-2-methyl-8-oxo-7,8-dihydro-6H-pyrrolo[4,3-g]indazol-5-yl]-5-fluoro-3-(trifluoromethyl)benzamide ClC1=C(C=C(C=C1)F)C1NC(C2=C1C(=CC1=C(N(N=C21)C)F)C2=C(C(=O)N)C=C(C=C2C(F)(F)F)F)=O